BrC1=CC=2N(C=C1)N=CC2C(=O)NC2=C(C=C(C(=C2)C=2N=NN(N2)C2CC2)F)C 5-bromo-N-[5-(2-cyclopropyl-2H-1,2,3,4-tetrazol-5-yl)-4-fluoro-2-methylphenyl]pyrazolo[1,5-a]pyridine-3-carboxamide